1-[3-(N-Boc-amino)propyl]imidazoleacetic acid C(=O)(OC(C)(C)C)NCCCN1C(=NC=C1)CC(=O)O